C(C)OC(=O)C1=CC2=C(S1)CCC(C2)NC2CCCCC2 5-(cyclohexylamino)-4,5,6,7-tetrahydrobenzo[b]thiophene-2-carboxylic acid ethyl ester